N-methyl-N-(4-aminophenoxyethyl)-4-aminophenylethylamine CN(CCOC1=CC=C(C=C1)N)CCC1=CC=C(C=C1)N